C1(CC1)C1=C(C=C(C=C1)S(=O)(=O)C)C1=CC(=NC=C1C(=O)O)C 4-(2-cyclopropyl-5-(methylsulfonyl)phenyl)-6-methylnicotinic acid